C(C)(C)NC1=C2C(N(C(=NC2=CC=C1)C)C1C(NC(CC1)=O)=O)=O 3-(5-(isopropylamino)-2-methyl-4-oxoquinazolin-3(4H)-yl)piperidine-2,6-dione